2-[[4-[4-(hydroxymethyl)-1-piperidinyl]-6-[4-[tetrazol-5-yl]-4-hydroxypiperidin-1-yl]-2-pyrimidinyl]amino]-4-methyl-5-thiazolecarboxylic acid ethyl ester C(C)OC(=O)C1=C(N=C(S1)NC1=NC(=CC(=N1)N1CCC(CC1)CO)N1CCC(CC1)(O)C1=NN=NN1)C